ClC=1C2=C(SC1C(=O)NC1=NC(=C(C(=C1C)C)O)C)C=C(C=C2)Cl 3,6-dichloro-N-(5-hydroxy-3,4,6-trimethylpyridin-2-yl)benzo[b]thiophene-2-carboxamide